Ethyl (6bR,10aS)-3-methyl-2,3,6b,9,10,10a-hexahydro-1H-pyrido-[3',4':4,5]-pyrrolo[1,2,3-de]quinoxaline-8-carboxylate CN1CCN2C=3C(=CC=CC13)[C@H]1[C@@H]2CCN(C1)C(=O)OCC